COC(=O)C=1N=CC2=CC=CC=C2C1 Isoquinoline-3-carboxylic acid methyl ester